4-Acetyl-benzonitril C(C)(=O)C1=CC=C(C#N)C=C1